ClCC(C(C)(CC)C1=C(C(=O)N)C=CC(=C1)C)=O (3-chloro-1-ethyl-1-methyl-2-oxopropyl)-4-methylbenzamide